C(=O)C1=C(OCC(=O)OCC)C=CC=C1NS(=O)(=O)C ethyl 2-(2-formyl-3-methanesulfonamidophenoxy)acetate